1-(4-((2-((3S,4S)-4-amino-3-methyl-2-oxa-8-azaspiro[4.5]decan-8-yl)pyrido[2,3-b]pyrazin-6-yl)thio)-3-chloropyridin-2-yl)piperidin-4-ol N[C@@H]1[C@@H](OCC12CCN(CC2)C=2N=C1C(=NC2)N=C(C=C1)SC1=C(C(=NC=C1)N1CCC(CC1)O)Cl)C